ClC1=CC=C(CN2C(N(C(NC2=NC2=CC=C(C=C2)OC2=NC=CC=C2CF)=O)C[C@@H]2[C@@H](C2)C(=O)O)=O)C=C1 |r| (±)-cis-2-((3-(4-chlorobenzyl)-4-((4-((3-(fluoromethyl)pyridin-2-yl)oxy)phenyl)imino)-2,6-dioxo-1,3,5-triazin-1-yl)methyl)cyclopropan-1-carboxylic acid